C1(CC1)C1=NNC2=C1C(=NC=C2)C2=CC(=C(C=C2)S(=O)(=O)C2COC2)C 3-cyclopropyl-4-(3-methyl-4-(oxetan-3-ylsulfonyl)phenyl)-1H-pyrazolo[4,3-c]pyridine